2-bromo-5-(bromomethyl)thiophene BrC=1SC(=CC1)CBr